ClC=1C=CC(=C(C1)C1=CC(=C(N=N1)OCC(F)(F)F)N)F 6-(5-chloro-2-fluorophenyl)-3-(2,2,2-trifluoroethoxy)pyridazin-4-amine